CC=1C=C(C=C(C1)C)C=1N=CC=C2C1SC1=C2C=CC=2C=C(C=CC21)CC(C)(C)C 10-(3,5-dimethylphenyl)-3-neopentyl-naphtho[2',1':4,5]thieno[2,3-c]pyridine